1-Cyclobutyl-3-(5-(2-fluoro-5-((4-oxo-3,4-dihydrophthalazin-1-yl)methyl)phenyl)-1H-benzoimidazol-2-yl)urea C1(CCC1)NC(=O)NC1=NC2=C(N1)C=CC(=C2)C2=C(C=CC(=C2)CC2=NNC(C1=CC=CC=C21)=O)F